FC1=CC=C(C=C1)C1=C(C(=NC2=CC3=C(C=C12)C=NN3)OC3CC(C3)C(=O)O)C(C)C (1S,3S)-3-[[5-(4-fluorophenyl)-6-isopropyl-1H-pyrazolo[4,3-g]quinolin-7-yl]oxy]cyclobutanecarboxylic acid